difluoromethyl(2-pyridyl) sulfone FC(F)S(=O)(=O)C1=NC=CC=C1